7-fluoro-8-(3-hydroxypropyl)-1-methyl-1,5-naphthyridin-2(1H)-one FC1=CN=C2C=CC(N(C2=C1CCCO)C)=O